(S)-N-(8-fluoro-2-methylimidazo[1,2-a]pyridin-6-yl)-4-(4-(2-methoxyethyl)-3-methylpiperazin-1-yl)-2,3-dihydro-1H-pyrrolo[2,3-b]pyridine-1-carboxamide 2,2,2-trifluoroacetate FC(C(=O)O)(F)F.FC=1C=2N(C=C(C1)NC(=O)N1CCC=3C1=NC=CC3N3C[C@@H](N(CC3)CCOC)C)C=C(N2)C